C(C)(=O)N1[C@H](CCC1)COC=1C=NC=CC1C1=C(C=2C(NCCC2N1)=O)NC1=C(C(=CC=C1)Cl)OC 2-(3-[[(2R)-1-acetylpyrrolidin-2-yl]methoxy]pyridin-4-yl)-3-[(3-chloro-2-methoxyphenyl)amino]-1H,5H,6H,7H-pyrrolo[3,2-c]pyridin-4-one